C1=CC=CC=2C3=CC=CC=C3C(C12)COC(=O)N1CC2=CC(=CC=C2C[C@H]1C(=O)O)Br (S)-2-(((9H-fluoren-9-yl)methoxy)carbonyl)-7-bromo-1,2,3,4-tetrahydroisoquinoline-3-carboxylic acid